C(#N)C1=CC=C(C=C1)\C=C\Br (E)-1-(4'-cyanophenyl)-2-bromoethylene